lithium bis(oxalat) borate B([O-])(O)O.C(C(=O)O)(=O)O.C(C(=O)O)(=O)O.[Li+]